L-prolin-methyl ester COC([C@H]1NCCC1)=O